N-methyl-3-(4-oxo-1,4-dihydroquinazolin-7-yl)-4-[4-(trifluoromethyl)phenoxy]benzene-1-sulfonamide CNS(=O)(=O)C1=CC(=C(C=C1)OC1=CC=C(C=C1)C(F)(F)F)C1=CC=C2C(N=CNC2=C1)=O